ClC1=CC=C2C(=N1)C(CN2C2=NC(=NC=C2C(=O)OC(C)C)NC2=C(C=C(C(=C2)[N+](=O)[O-])F)OC)(C)C isopropyl 4-(5-chloro-3,3-dimethyl-2,3-dihydro-1H-pyrrolo[3,2-b]pyridin-1-yl)-2-((4-fluoro-2-methoxy-5-nitrophenyl)amino)pyrimidine-5-carboxylate